6-(4-Fluoro-benzyl)-9-(4-trifluoromethyl-phenyl)-9H-carbazole-3-carboxylic acid FC1=CC=C(CC=2C=C3C=4C=C(C=CC4N(C3=CC2)C2=CC=C(C=C2)C(F)(F)F)C(=O)O)C=C1